3-(3-methoxy-4-((6-methoxypyridin-3-yl)methoxy)benzyl)-3H-imidazo[4,5-b]pyridine-6-carbonitrile COC=1C=C(CN2C=NC=3C2=NC=C(C3)C#N)C=CC1OCC=1C=NC(=CC1)OC